6-chloro-N-(3-(dimethylamino)propyl)-3-(4-ethoxy-3-methoxybenzoyl)-4-oxo-4H-chromene-2-carboxamide ClC=1C=C2C(C(=C(OC2=CC1)C(=O)NCCCN(C)C)C(C1=CC(=C(C=C1)OCC)OC)=O)=O